OC1N(C2C(N1C1C(NC(CC1)O)O)CCC(C2)CCCCN2CCOC1(CNC1)C2)C 3-[2-hydroxy-3-methyl-5-(4-{5-oxa-2,8-diazaspiro[3.5]nonan-8-yl}butyl)-hexahydro-2H-1,3-benzodiazol-1-yl]piperidine-2,6-diol